N-methyl-1,3-difluoro-quinoline-3-carboxamide CNC(=O)C1(CN(C2=CC=CC=C2C1)F)F